N-methyl-2-(3-nitrophenyl)ethylamine hydrochloride Cl.CNCCC1=CC(=CC=C1)[N+](=O)[O-]